2-[1-(4,4-dimethyl-1-cyclopenten-1-yl)ethoxy]-2-methylpropyl 2-oxopropanoate O=C(C(=O)OCC(C)(C)OC(C)C1=CCC(C1)(C)C)C